CC=1N=C(SC1)NCCC[C@@H](C(N[C@@H]([C@H](CC)C)C(NC)=O)=O)NC(OC(C)(C)C)=O tert-butyl N-[(1S)-4-[(4-methyl-1,3-thiazol-2-yl)amino]-1-{[(1S,2S)-2-methyl-1-(methylcarbamoyl)butyl] carbamoyl}butyl]carbamate